2,2',2''-(10-{1-carboxy-2-[2-(4-ethoxyphenyl)ethoxy]ethyl}-1,4,7,10-tetraazacyclododecan-1,4,7-triyl)triacetate C(=O)(O)C(COCCC1=CC=C(C=C1)OCC)N1CCN(CCN(CCN(CC1)CC(=O)[O-])CC(=O)[O-])CC(=O)[O-]